C(C)OC=1C=C(C=2N(C1)N=C1C2C=NN1)C=1C=CC(=NC1)N1CCC2(CCNC2)CC1 8-(5-(6-Ethoxy-1H-pyrazolo[3',4':3,4]pyrazolo[1,5-a]pyridin-4-yl)pyridin-2-yl)-2,8-diazaspiro[4.5]decane